CC1=C(OC=C1)CS (3-Methylfuran-2-yl)methanethiol